C1(CCCC1)C(=O)N1CCC(=CC1)C1=CC2=C(N=C(N=C2N[C@H](C)C2=C(C(=CC=C2)C(F)F)F)C)N=C1 (R)-cyclopentyl-(4-(4-(1-(3-(difluoromethyl)-2-fluorophenyl)ethylamino)-2-methylpyrido[2,3-d]pyrimidin-6-yl)-3,6-dihydropyridin-1(2H)-yl)methanone